ClC1=NC(=C2C(=N1)N(N=C2)C(C)CCC)NC=2N=CN(C2)C2=CC(=C(C(=C2)OC)OC)OC 6-chloro-1-(pentan-2-yl)-N-(1-(3,4,5-trimethoxyphenyl)-1H-imidazol-4-yl)-1H-pyrazolo[3,4-d]pyrimidin-4-amine